N-((3aR,4S,7S,8R,8aR)-4-(((6-aminohexyl)oxy)methyl)-2,2-dimethylhexahydro-4,7-epoxy[1,3]dioxolo[4,5-d]oxepin-8-yl)-6-(trifluoromethyl)pyridin-2-amine NCCCCCCOC[C@@]12[C@H]3[C@@H]([C@H]([C@@H](OC1)O2)NC2=NC(=CC=C2)C(F)(F)F)OC(O3)(C)C